C[C@H]1CN(C[C@H](N1)C)C1=CC=C(NC=2C(=NC(=C(N2)C(F)(F)F)C=2C3=C(C=NC2)N(C=N3)C)C(=O)N)C=C1 3-[4-[(3S,5R)-3,5-Dimethylpiperazin-1-yl]anilino]-6-(3-methylimidazo[4,5-c]pyridin-7-yl)-5-(trifluoromethyl)pyrazin-2-carboxamid